ClC1=C(C=CC=C1NC(=O)C=1SC=2CNCCC2N1)C1=C(C(=CC=C1)OC)F N-(2-Chloro-2'-fluoro-3'-methoxybiphenyl-3-yl)-4,5,6,7-tetrahydro[1,3]thiazolo[5,4-c]pyridin-2-carboxamid